ClC1=CC2=C(N=N1)N(C=C2)CC2CN(C2)C(=O)OC(C)(C)C tert-butyl 3-({3-chloro-7H-pyrrolo[2,3-c]pyridazin-7-yl}methyl)azetidine-1-carboxylate